C(CCC)C1=CC2=C(NC1=O)C(CN2C(CN2[C@H](CN[C@@H](C2)C)CN2[C@@H](COC[C@H]2C)C)=O)(C)C 6-butyl-1-{2-[(2R,5R)-2-{[(3R,5R)-3,5-dimethylmorpholin-4-yl]methyl}-5-methylpiperazin-1-yl]acetyl}-3,3-dimethyl-1H,2H,3H,4H,5H-pyrrolo[3,2-b]pyridin-5-one